3-(4-(1-(4-bromophenyl)-5-butyl-1H-1,2,4-triazol-3-yl)phenoxy)-N,N-diethylpropane-1-amine BrC1=CC=C(C=C1)N1N=C(N=C1CCCC)C1=CC=C(OCCCN(CC)CC)C=C1